1-(2-chloroethyl)-2-methylimidazole ClCCN1C(=NC=C1)C